(S)-4-(2-Amino-3-hydroxy-2-methylpropanoyl)-N-(1-(4-((4-aminopiperidin-1-yl)methyl)-3-methylphenyl)-2-oxo-1,2-dihydropyrimidin-4-yl)piperazine-1-carboxamide hydrochloride salt Cl.N[C@](C(=O)N1CCN(CC1)C(=O)NC1=NC(N(C=C1)C1=CC(=C(C=C1)CN1CCC(CC1)N)C)=O)(CO)C